FC1=C(C(=CC=C1)OC)C1=CC(=NC=C1C(=O)NC=1SC(=NN1)OCC1=CC=C(C=C1)[S@](=O)(=N)C)C 4-(2-fluoro-6-methoxyphenyl)-6-methyl-N-(5-((4-((S)-S-methylsulfonimidoyl)benzyl)oxy)-1,3,4-thiadiazol-2-yl)nicotinamide